ClC1=CC(=C(C=C1)[C@@H]1C=NC2=C(O1)C(=CC=C2)C2CCN(CC2)CC2=NC1=C(N2C[C@H]2OCC2)C=C(C=C1)C(=O)O)F 2-((4-((R)-2-(4-chloro-2-fluorophenyl)-2H-benzo[b][1,4]oxazin-8-yl)piperidin-1-yl)methyl)-1-(((S)-oxetan-2-yl)methyl)-1H-benzo[d]imidazole-6-carboxylic acid